sodium erbium tetrafluoride [F-].[F-].[F-].[F-].[Er+3].[Na+]